α,α-dimethyl-3-pyrrolidinemethanol dihydrochloride Cl.Cl.CC(O)(C1CNCC1)C